CN(CCC1=CN(C2=CC=CC=C12)C(CN(C([C@H](CC1=CC=CC=C1)NC(OC(C)(C)C)=O)=O)C)=O)C (S)-tert-butyl (1-((2-(3-(2-(dimethylamino)ethyl)-1H-indol-1-yl)-2-oxoethyl)(methyl)amino)-1-oxo-3-phenylpropan-2-yl)carbamate